COC1=C(C=C2C=CC=NC2=C1)C(=O)N 7-methoxy-6-quinolinecarboxamide